tert-butyl-[4-[3-[2-[2-(2,6-dioxo-3-piperidinyl)-1,3-dioxo-isoindol-5-yl] ethynyl] azetidin-1-yl]-1-piperidinyl] acetate C(C)(=O)ON1C(CC(CC1)N1CC(C1)C#CC=1C=C2C(N(C(C2=CC1)=O)C1C(NC(CC1)=O)=O)=O)C(C)(C)C